2-amino-6-borono-2-(2-((S)-2-(pyrrolidin-1-ylmethyl)pyrrolidin-1-yl)ethyl)hexanoic acid NC(C(=O)O)(CCCCB(O)O)CCN1[C@@H](CCC1)CN1CCCC1